FC1=CC=C(C=C1)C=1NC(=CN1)C(F)(F)F 2-(4-fluorophenyl)-5-trifluoromethyl-1H-imidazole